2-amino-3-methyl-N-(2-methylpropyl)-N-((5-(trifluoromethyl)-2-pyridinyl)methyl)-6-quinolinecarboxamide NC1=NC2=CC=C(C=C2C=C1C)C(=O)N(CC1=NC=C(C=C1)C(F)(F)F)CC(C)C